tert-butyl 4-(6-(7-ethoxy-2-methylimidazo[1,2-a]pyridine-6-carboxamido) pyridazin-3-yl)-3,6-dihydropyridine-1(2H)-carboxylate C(C)OC1=CC=2N(C=C1C(=O)NC1=CC=C(N=N1)C=1CCN(CC1)C(=O)OC(C)(C)C)C=C(N2)C